O1C=CC2=C1C=C(C=C2)C[C@H](CC)N([S@@](=O)C(C)(C)C)C (S)-N-((S)-1-(benzofuran-6-yl)butan-2-yl)-N,2-dimethylpropane-2-sulfinamide